N-(3-bromo-2-chlorophenyl)-7-((1S,4S)-4-hydroxycyclohexyl)-5,6,7,8-tetrahydro-2,7-naphthyridine-3-carboxamide BrC=1C(=C(C=CC1)NC(=O)C=1N=CC=2CN(CCC2C1)C1CCC(CC1)O)Cl